The molecule is an acetate salt comprising equal numbers of acetate and lithium ions. It is an organic lithium salt and an acetate salt. It contains an acetate. [Li+].CC(=O)[O-]